O[C@H](C(=O)OCC)COC[C@H](C)NC=1C=NN(C(C1C(F)(F)F)=O)CC1=CC=C(C=C1)OC ethyl (S)-2-hydroxy-3-((S)-2-((1-(4-methoxybenzyl)-6-oxo-5-(trifluoromethyl)-1,6-dihydropyridazin-4-yl)amino)propoxy)propionate